6-bromo-3-(diethoxymethyl)quinolin-8-ol BrC=1C=C2C=C(C=NC2=C(C1)O)C(OCC)OCC